N1CC(C1)CCNC(C1=CC=C(C=C1)[C@@H]1CC2(CC(C2)C#N)CCN1CC1=C2C=CNC2=C(C=C1OC)C)=O N-(2-(azetidin-3-yl)ethyl)-4-((2R,4r,6S)-2-cyano-7-((5-methoxy-7-methyl-1H-indol-4-yl)methyl)-7-azaspiro[3.5]nonan-6-yl)benzamide